2,5-di-t-butylphenol (2-t-butyl-5-hydroxyphenyl)propionate C(C)(C)(C)C1=C(C=C(C=C1)O)C(C(=O)OC1=C(C=CC(=C1)C(C)(C)C)C(C)(C)C)C